C(C)(C)(C)C=1SC(=C(N1)C)C(=O)NC1=C(C=CC=C1)\C=C\C(=O)NO (E)-2-(tert-butyl)-N-(2-(3-(hydroxyamino)-3-oxoprop-1-en-1-yl)phenyl)-4-methylthiazole-5-carboxamide